N-{[5-(2-cyano-2,2-dimethylethoxy)pyridin-2-yl]thiocarbamoyl}carbamic acid ethyl ester C(C)OC(NC(NC1=NC=C(C=C1)OCC(C)(C)C#N)=S)=O